COC1=CC=C(C=C1)C(C=O)C 2-(4-methoxyphenyl)propionaldehyde